tert-butyl N-[(1S)-1-[methoxy(methyl)carbamoyl]-2-[(3S)-2-oxopyrrolidin-3-yl]ethyl]carbamate CON(C(=O)[C@H](C[C@H]1C(NCC1)=O)NC(OC(C)(C)C)=O)C